(S)-4-((2-(3-aminopiperidin-1-yl)-3H-imidazo[4,5-b]pyridin-3-yl)methyl)benzonitrile hydrochloride Cl.N[C@@H]1CN(CCC1)C1=NC=2C(=NC=CC2)N1CC1=CC=C(C#N)C=C1